N1=CC=CC2=CC=CC(=C12)C1=C(C(=O)N)C=CC(=C1)[N+](=O)[O-] quinolin-8-yl-4-nitrobenzamide